FC(C=1N=CC(=NC1)CC1CC2(CN(C2)C(=O)N2CC3(C2)NC(CC3)=O)C1)(F)F 2-[6-[[5-(trifluoromethyl)pyrazin-2-yl]methyl]-2-azaspiro[3.3]heptane-2-carbonyl]-2,5-diazaspiro[3.4]octan-6-one